(1R,3R)-2,2-dichloro-3-(4-chloro-3-(trifluoromethyl)phenyl)cyclopropane-1-carboxylic acid ClC1([C@H]([C@@H]1C1=CC(=C(C=C1)Cl)C(F)(F)F)C(=O)O)Cl